(2-(1H-indol-1-yl)-1H-imidazol-4-yl)(3,4,5-trimethoxyphenyl)methanone N1(C=CC2=CC=CC=C12)C=1NC=C(N1)C(=O)C1=CC(=C(C(=C1)OC)OC)OC